COC(CCC1=CC(=NC=C1B1OC(C(O1)(C)C)(C)C)Cl)=O 3-(2-chloro-5-(4,4,5,5-tetramethyl-1,3,2-dioxaborolan-2-yl)pyridin-4-yl)propionic acid methyl ester